O(C1=CC=CC=C1)CCN1C2=C(NCCC1)C=CC=C2 1-(2-phenoxyethyl)-2,3,4,5-tetrahydrobenzo[b][1,4]diazepine